1-Pentyl-1-ethylpyrrolidinium methansulfonat CS(=O)(=O)[O-].C(CCCC)[N+]1(CCCC1)CC